rel-1-(5-(difluoromethyl)-1,3,4-thiadiazol-2-yl)-4-((3S,5S)-3-(hydroxymethyl)-5-methylpiperazin-1-yl)-N-(1-methylcyclopropyl)-1H-benzo[d]imidazole-6-sulfonamide FC(C1=NN=C(S1)N1C=NC2=C1C=C(C=C2N2C[C@H](N[C@H](C2)C)CO)S(=O)(=O)NC2(CC2)C)F |o1:18,20|